FC1=C(CNCC#C)C=CC=C1 (2-Fluorobenzyl)(propargyl)amine